4-(7-bromo-1-((2-(trimethylsilyl)ethoxy)methyl)-1H-indol-3-yl)-5-(Trifluoromethyl)pyrimidine BrC=1C=CC=C2C(=CN(C12)COCC[Si](C)(C)C)C1=NC=NC=C1C(F)(F)F